(R)-N-(2-propynyl)-2,3-dihydro-inden-1-amine C(C#C)N[C@@H]1CCC2=CC=CC=C12